FC(C1=CC=C2C(=N1)N(C(=N2)C(C)C)C=2C=C1CCNC1=CC2)F 5-[5-(Difluoromethyl)-2-isopropyl-imidazo[4,5-b]pyridin-3-yl]indolin